3-(4-(3-Fluorooxetan-3-yl)phenyl)propan-1-ol FC1(COC1)C1=CC=C(C=C1)CCCO